(3S)-1-[3-[5-(2,4-Dichlorophenyl)-2-pyridyl]azetidine-1-carbonyl]pyrrolidine-3-carboxamide ClC1=C(C=CC(=C1)Cl)C=1C=CC(=NC1)C1CN(C1)C(=O)N1C[C@H](CC1)C(=O)N